6-((1H-pyrrolo[2,3-b]pyridin-5-yl)ethynyl)-4-amino-N-(4-(methoxymethyl)phenyl)-7-(1-methylcyclopropyl)-7H-pyrrolo[2,3-d]pyrimidine-5-carboxamide N1C=CC=2C1=NC=C(C2)C#CC2=C(C1=C(N=CN=C1N)N2C2(CC2)C)C(=O)NC2=CC=C(C=C2)COC